Pyridine-3-carboxamide HCl salt Cl.N1=CC(=CC=C1)C(=O)N